4-{[(1S)-5-[2-(2-aminopyridin-3-yl)-5-(pyrazol-1-yl)imidazo[4,5-b]pyridin-3-yl]-2,3-dihydro-1H-inden-1-yl]amino}-N-(cyanomethyl)-N-methylpiperidine-1-carboxamide NC1=NC=CC=C1C1=NC=2C(=NC(=CC2)N2N=CC=C2)N1C=1C=C2CC[C@@H](C2=CC1)NC1CCN(CC1)C(=O)N(C)CC#N